C(C)(C)(C)OC(=O)NC[B-](F)(F)F (tert-butoxycarbonylamino)methyl-trifluoro-boranuide